C1(C=CC1)(CCCCCCCC\C=C/CCCCCCCC(=O)[O-])CCCCCCCC\C=C/CCCCCCCC(=O)[O-] cyclobutenedioleate